NC=1C=C2C(OC(C2=CC1)=O)C1CC1 5-amino-3-cyclopropylisobenzofuran-1(3H)-one